[O-]O.C(C)(C)C1=C(C=CC=C1)O isopropylhydroxybenzene hydroperoxide